C(C1=CC=CC=C1)OC1=C2C(=CNC2=C(C=C1)Br)CCN(C)C [2-[4-(benzyloxy)-7-bromoindol-3-yl]]dimethylethylamine